ClC=1C=C(C=C(C1OC=1C=C2C=C(C(=NC2=CC1)Cl)C)Cl)N1N=C(C(NC1=O)=O)C#N 2-(3,5-Dichloro-4-((2-chloro-3-methylquinolin-6-yl)oxy)phenyl)-3,5-dioxo-2,3,4,5-tetrahydro-1,2,4-triazine-6-carbonitrile